triphenyl-monon-propoxysilane copper [Cu].C1(=CC=CC=C1)[Si](OCCC)(C1=CC=CC=C1)C1=CC=CC=C1